C(CC(C)C)N1C(CCC1)=O isopentylpyrrolidone